6-((5S,8R,9S,10R,13S,14S,17S)-10,13-dimethyl-3-oxo-4,5,6,7,8,9,10,11,12,13,14,15,16,17-tetradecahydro-3H-cyclopenta[a]phenanthren-17-yloxy)hexanoic acid C[C@]12[C@H]3CC[C@@]4([C@H](CC[C@H]4[C@@H]3CC[C@H]2CC(C=C1)=O)OCCCCCC(=O)O)C